2-(4-(4-((2-(2,6-dioxopiperidin-3-yl)-4-fluoro-1-oxoisoindolin-5-yl)methyl)piperazine-1-yl)phenyl)-2H-indazole-7-carboxamide O=C1NC(CCC1N1C(C2=CC=C(C(=C2C1)F)CN1CCN(CC1)C1=CC=C(C=C1)N1N=C2C(=CC=CC2=C1)C(=O)N)=O)=O